N-ethyl-2-hydroxyacetamide C(C)NC(CO)=O